dipentenyl-lysine potassium [K].C(=CCCC)N([C@@H](CCCCN)C(=O)O)C=CCCC